1-(((1s,4s)-4-(chloromethyl)cyclohexyl)methyl)-N-(4-(methylsulfonyl)phenyl)-1H-pyrazolo[3,4-d]pyrimidin-6-amine ClCC1CCC(CC1)CN1N=CC=2C1=NC(=NC2)NC2=CC=C(C=C2)S(=O)(=O)C